ClC1=CC2=C(NC(=N2)NC(C(C)(C)OC)=O)C=C1Cl N-(5,6-dichloro-1H-benzo[d]imidazol-2-yl)-2-methoxy-2-methylpropanamide